N-((3S,4R)-1-methyl-4-(3-(pyridin-4-yl)phenyl)pyrrolidin-3-yl)-3-(2-methylpyridin-4-yl)-1H-pyrazolo[3,4-b]pyridine-5-amide CN1C[C@H]([C@@H](C1)C1=CC(=CC=C1)C1=CC=NC=C1)NC(=O)C=1C=C2C(=NC1)NN=C2C2=CC(=NC=C2)C